1,1-di(4-hydroxyphenyl)-3,3,5-trimethylcyclohexane OC1=CC=C(C=C1)C1(CC(CC(C1)C)(C)C)C1=CC=C(C=C1)O